C(C1=CC=CC=C1)OC1=NC(=CC=C1O)OCC1=CC=CC=C1 2,6-dibenzyloxypyridin-3-ol